[K].[K].[Mo] Molybdenum dipotassium